BrC=1C=CC(=C(C1)C1=CC=CC=C1)NC(CCCl)=O N-(5-bromobiphenyl-2-yl)-3-chloropropanamide